2-(1H-imidazol-1-yl)-N-(3-(2-methoxyethoxy)phenyl)-5H-pyrrolo[3,2-d]pyrimidine-4-carboxamide N1(C=NC=C1)C=1N=C(C2=C(N1)C=CN2)C(=O)NC2=CC(=CC=C2)OCCOC